2-amino-5-(4-((1s,5r)-3-isopropyl-3-azabicyclo[3.1.0]hex-1-yl)phenyl)nicotinic acid TFA salt OC(=O)C(F)(F)F.NC1=C(C(=O)O)C=C(C=N1)C1=CC=C(C=C1)[C@]12CN(C[C@@H]2C1)C(C)C